C(CCCCCC)OC(=O)C=1C(=C2C(=NC=NN2C1)N1CC1)C 5-methyl-4-(1-aziridinyl)pyrrolo[2,1-f][1,2,4]triazine-6-carboxylic acid heptyl ester